ethyl 2-(3-aminophenoxy)-2-methylpropionate NC=1C=C(OC(C(=O)OCC)(C)C)C=CC1